5-(1-methyl-1H-pyrazol-3-yl)N1-propyl-4-hydroxy-6-oxo-2-(4-cyanophenyl)-2,3-dihydropyridazine-1,5(6H)-dicarboxamide CN1N=C(C=C1)C1(C(CN(N(C1=O)C(=O)NCCC)C1=CC=C(C=C1)C#N)O)C(=O)N